5-(3-isopropyl-5-(1-(oxetan-3-yl)piperidin-4-yl)-1H-indol-2-yl)-3-methoxy-1,4-dimethylpyridin-2(1H)-one C(C)(C)C1=C(NC2=CC=C(C=C12)C1CCN(CC1)C1COC1)C=1C(=C(C(N(C1)C)=O)OC)C